N1(CCNC2=CC=CC=C12)C([O-])=S 3,4-dihydroquinoxaline-1(2H)-carbothioate